ClC1=C(C=2N=C(N=C(C2C(=N1)OC[C@H](C)NCC(F)F)O)SC)F 7-chloro-5-[(2S)-2-(2,2-difluoroethylamino)propoxy]-8-fluoro-2-methylsulfanyl-pyrido[4,3-d]pyrimidin-4-ol